C(C)C1=C(C=C)C=C(C(=C1CC)CC)CC 2,3,4,5-tetraethyl-styrene